O1CC(C1)OC1=NC(=NC=C1C(F)(F)F)N[C@H]1C[C@H](CCC1)C1=NN=C2N1C=C(C=C2)C2=CC(=NN2)C(F)(F)F 4-(oxetan-3-yloxy)-5-(trifluoromethyl)-N-[(1R,3S)-3-[6-[3-(trifluoromethyl)-1H-pyrazol-5-yl]-[1,2,4]triazolo[4,3-a]pyridin-3-yl]cyclohexyl]pyrimidin-2-amine